N-(3-Triethoxysilylpropyl)-2-hydroxypropyl-carbamat C(C)O[Si](CCCN(C([O-])=O)CC(C)O)(OCC)OCC